BrC1=C(C=CC(=C1)Cl)NC(CSC1=CC=C(C=C1)N1C(=NC2=CC=CC(=C2C1=O)Cl)C)=O N-(2-bromo-4-chlorophenyl)-2-((4-(5-chloro-2-methyl-4-oxoquinazolin-3(4H)-yl)phenyl)thio)acetamide